(E)-4-chloro-N-((2-(4-(trifluoromethyl)styryl)oxazol-4-yl)methyl)aniline ClC1=CC=C(NCC=2N=C(OC2)\C=C\C2=CC=C(C=C2)C(F)(F)F)C=C1